CN1C(C(=C(C2=CC=CC=C12)N1CCC(CC1)C1=NC(=NO1)C1=CC(=CC=C1)C)C(=O)N)=O 1-Methyl-4-{4-[3-(3-methylphenyl)-1,2,4-oxadiazol-5-yl]piperidin-1-yl}-2-oxo-1,2-dihydroquinoline-3-carboxamide